OC(CCN1N=C2C=C(C(=CC2=C1)NC(C1=CC(=CC=C1)S(N)(=O)=O)=O)C1=CC=C(C=C1)C(NOC)=O)(C)C N-(2-(3-hydroxy-3-methylbutyl)-6-(4-(methoxycarbamoyl)phenyl)-2H-indazol-5-yl)-3-sulfamoylbenzamide